FCC1(CC(C1)CN)OC ((1R,3r)-3-(fluoromethyl)-3-methoxycyclobutyl)methylamine